6-(4-isopropyl-3-(5-(4-(oxetan-3-yl)piperazin-1-yl)pyridin-2-yl)-1H-pyrazol-5-yl)-8-methoxy-[1,2,4]triazolo[1,5-a]pyridine C(C)(C)C=1C(=NNC1C=1C=C(C=2N(C1)N=CN2)OC)C2=NC=C(C=C2)N2CCN(CC2)C2COC2